N-[5-(2,2-difluoroethyl)-4-methoxy-pyrimidin-2-yl]-1H-pyrrolo[2,3-e][1,2]benzothiazole-3-sulfonamide FC(CC=1C(=NC(=NC1)NS(=O)(=O)C1=CNC2=C1C=CC1=C2C=NS1)OC)F